CC(C[C@@H](C(N[C@@H](C[C@H]1C(NCC1)=O)C#C)=O)NC(OCC1=CC=CC=C1)=O)C benzyl ((S)-4-methyl-1-oxo-1-(((S)-1-((S)-2-oxopyrrolidin-3-yl)but-3-yn-2-yl)amino)pentan-2-yl)carbamate